N-[(3-fluoropyridin-2-yl)methyl]-2-{2-[(2-{1H-imidazo[4,5-c]pyridin-2-yl}ethyl)amino]ethyl}-[1,3]thiazolo[5,4-d]pyrimidin-7-amine FC=1C(=NC=CC1)CNC=1C2=C(N=CN1)SC(=N2)CCNCCC=2NC1=C(C=NC=C1)N2